F[C@@H]1C(NC(C[C@@H]1N1C=CC2=C1N=NC(=C2)C2=CC1=C(N=C(S1)OC)C=C2O)(C)C)(C)C 6-{7-[(3S,4S)-3-fluoro-2,2,6,6-tetramethylpiperidin-4-yl]-7H-pyrrolo[2,3-c]pyridazin-3-yl}-2-methoxy-1,3-benzothiazol-5-ol